BrC1=C(N=C(S1)C)C1=CC=C(C=C1)F 5-Bromo-4-(4-fluorophenyl)-2-methylthiazole